5-(1-(3,3-difluorocyclobutyl)-2-methyl-1H-imidazo[4,5-b]pyridin-6-yl)-N-(trans-3-morpholinocyclobutyl)pyrrolo[2,1-f][1,2,4]triazin-2-amine FC1(CC(C1)N1C(=NC2=NC=C(C=C21)C=2C=CN1N=C(N=CC12)N[C@@H]1C[C@H](C1)N1CCOCC1)C)F